C1(CC1)C(=O)OCCS(=O)(=O)NC(=O)C1=CC=C(C=C1)N1[C@@H]2C[C@H]([C@H](C1)C2)OCC=2C(=NOC2C2CC2)C2=C(C=CC=C2Cl)Cl 2-[({4-[(1S,4S,5R)-5-{[5-cyclopropyl-3-(2,6-dichlorophenyl)-1,2-oxazol-4-yl]methoxy}-2-azabicyclo[2.2.1]heptan-2-yl]phenyl}formamido)sulfonyl]ethyl cyclopropanecarboxylate